8-chloro-2-phenyl-4,5-dihydro-3H-benzazepine ClC1=CC2=C(CCCC(=N2)C2=CC=CC=C2)C=C1